ClC=1C=C(C=CC1C(NC1CCN(CC1)C(=O)[C@H]1CNCC1)=O)NC(=O)C=1N(C(=CN1)C1=C(C(=C(C=C1)OC)F)F)C N-[3-Chloro-4-[[1-[(3R)-pyrrolidin-3-carbonyl]-4-piperidyl]carbamoyl]phenyl]-5-(2,3-difluoro-4-methoxyphenyl)-1-methylimidazol-2-carboxamid